N'-((5-methyl-3,5,6,7-tetrahydro-2H-indeno[5,6-b]furan-4-yl)carbamoyl)-6,7-dihydro-5H-pyrazolo[5,1-b][1,3]oxazine-3-sulfonimidamide CC1CCC2=CC=3OCCC3C(=C12)NC(=O)N=S(=O)(N)C=1C=NN2C1OCCC2